C(#N)N1C2CCC(C1)[C@H]2NC(=O)C=2SC(=CN2)C=2C=NC=CC2SC2=CC=CC=C2 N-((7R)-2-cyano-2-azabicyclo[2.2.1]heptan-7-yl)-5-(4-(phenylthio)pyridin-3-yl)thiazole-2-carboxamide